NC(CCC1=CC(=C(C(=O)OC)C=C1)F)=O methyl 4-(3-amino-3-oxopropyl)-2-fluorobenzoate